3,4-bipyrimidin-6-amine N=1CN(C=CC1N)C1=NC=NC=C1